[4-(tert-butoxy)phenyl]methanol C(C)(C)(C)OC1=CC=C(C=C1)CO